Cl.C(CCCCCCCCC)C1=CC=C(C=C1)C1=NOC(=N1)CC(CN1CCCC1)O 1-(3-(4-decylphenyl)-1,2,4-oxadiazol-5-yl)-3-(pyrrolidin-1-yl)propan-2-ol hydrochloride